2-(3-phenylpropyloxy)tetrahydrofuran C1(=CC=CC=C1)CCCOC1OCCC1